NC1=CC(=C(C=C1OC1CCC1)N1CCC(CC1)N1CCN(CC1)C(C(F)(F)F)=O)C=1C=NN(C1)C 1-(4-(1-(4-amino-5-cyclobutyloxy-2-(1-methyl-1H-pyrazol-4-yl)phenyl)piperidin-4-yl)piperazin-1-yl)-2,2,2-trifluoroethane-1-one